NC1=C(C=2C(=NC=C(C2S1)F)C=1C2=C(C=3C=NC(=NC3C1F)OCC1(CNCC1)F)COC2)C#N 2-Amino-7-fluoro-4-[5-fluoro-3-[(3-fluoropyrrolidin-3-yl)methoxy]-7,9-dihydrofuro[3,4-f]quinazolin-6-yl]thieno[3,2-c]pyridine-3-carbonitrile